[N+](=[N-])=CC(CC[C@@H](C(=O)OC(C)C)NC([C@H](CC1=CNC2=CC=C(C=C12)OC)OC)=O)=O isopropyl (S)-6-diazo-2-((S)-2-methoxy-3-(5-methoxy-1H-indol-3-yl)propanamido)-5-oxohexanoate